7-(4-tert-butyl-2-naphthyl)-2-[4-(2,2-dimethylpropyl)-2,6-dimethyl-phenyl]-4-fluoro-3-methyl-thieno[2,3-c]pyridine C(C)(C)(C)C1=CC(=CC2=CC=CC=C12)C=1N=CC(=C2C1SC(=C2C)C2=C(C=C(C=C2C)CC(C)(C)C)C)F